5-(2-fluorophenyl)-4-(trifluoromethyl)-1H-pyrazole FC1=C(C=CC=C1)C1=C(C=NN1)C(F)(F)F